2,6-dimethoxy-4-{1-[4-methoxy-3-(prop-2-ynyloxy)phenyl]vinyl}pyridine COC1=NC(=CC(=C1)C(=C)C1=CC(=C(C=C1)OC)OCC#C)OC